tert-butyl 2-(2-cyano-5-isobutyl-phenyl)-1,3,3a,4,6,6a-hexahydropyrrolo[3,4-c]pyrrole-5-carboxylate C(#N)C1=C(C=C(C=C1)CC(C)C)N1CC2CN(CC2C1)C(=O)OC(C)(C)C